ortho-nitrophenylsulfenamide [N+](=O)([O-])C1=C(C=CC=C1)SN